C(C)C1(C(C12CC2)(C(=O)O)C(=O)O)CC diethyl-spiro[2.2]pentane-1,1-dicarboxylic acid